ethyl 2'-[(pyridin-2-yl) methyl]-8'-(trifluoromethyl)-2',5'-dihydrospiro[cyclopropane-1,4'-furo[2,3-g]indazole]-7'-carboxylate N1=C(C=CC=C1)CN1N=C2C3=C(CC4(C2=C1)CC4)OC(=C3C(F)(F)F)C(=O)OCC